7-methoxy-8-(2'-methyl-2'-formylpropyl)coumarin COC1=CC=C2C=CC(OC2=C1CC(C)(C=O)C)=O